3,5-dichloro-4-[[1-(4-methylbenzene-sulfonyl)-3-(1,1,1-trifluoropropan-2-yl)indol-5-yl]oxy]aniline ClC=1C=C(N)C=C(C1OC=1C=C2C(=CN(C2=CC1)S(=O)(=O)C1=CC=C(C=C1)C)C(C(F)(F)F)C)Cl